C(C)OC(\C=C\C=1C=CC=C2[C@@](CCOC12)(C)C=1N=C(NC1)C1=C(C=CC(=C1)OC=1C(=C2C=CNC2=CC1F)F)F)=O.C1(=CC=CC=C1)C1=CN=C2N1C=C(C=C2)C=2C=C(N)C=CC2 3-(3-Phenylimidazo[1,2-a]pyridin-6-yl)aniline ethyl-(S,E)-3-(4-(2-(5-((4,6-difluoro-1H-indol-5-yl)oxy)-2-fluorophenyl)-1H-imidazol-4-yl)-4-methylchroman-8-yl)acrylate